(3Z)-3-decenyl-lithium C(C\C=C/CCCCCC)[Li]